C(C)N(CC)[Si](C)(C)C N,N-Diethylamino-trimethylsilan